2-(3-(3-(1-oxo-4-(trifluoromethyl)isoindolin-2-yl)phenyl)oxetan-3-yl)acetohydrazide O=C1N(CC2=C(C=CC=C12)C(F)(F)F)C=1C=C(C=CC1)C1(COC1)CC(=O)NN